C(C)(C)C=1C=C(C=C(C1)C(C)C)N1S(C2=C(C1)C(=CC=C2)F)(=O)=O N-(3,5-diisopropylphenyl)-4-fluorobenzo[d]isothiazole-1,1-dioxide